[Br-].BrC1=C(C=2C[NH2+]CCC2S1)Br 2,3-dibromo-4,5,6,7-tetrahydrothieno[3,2-c]pyridin-5-ium bromide